(+-)-TETRAHYDRO-4-METHYL-2-(2-METHYL-1-PROPENYL)-2H-PYRAN CC1CC(OCC1)C=C(C)C